N-isobutylpiperidin-3-amine C(C(C)C)NC1CNCCC1